FC1(CC1)C1=CC=C(C=C1)C(=O)N1CCN(CC1)C=1OC=2C(=NC(=CC2)C)N1 (4-(1-fluorocyclopropyl)phenyl)(4-(5-methyloxazolo[4,5-b]pyridin-2-yl)piperazin-1-yl)methanone